N-hydroxy-5-(3-(phenoxy)-4-methoxybenzoylamino)benzo[d]oxazole-2-carboxamide ONC(=O)C=1OC2=C(N1)C=C(C=C2)NC(C2=CC(=C(C=C2)OC)OC2=CC=CC=C2)=O